The molecule is a multi-methyl-branched fatty acyl-CoA(4-) arising from deprotonation of the phosphate and diphosphate OH groups of 3-oxopristanoyl-CoA. It has a role as a human metabolite. It is a conjugate base of a 3-oxopristanoyl-CoA. CC(C)CCCC(C)CCCC(C)CCC(=O)C(C)C(=O)SCCNC(=O)CCNC(=O)[C@@H](C(C)(C)COP(=O)([O-])OP(=O)([O-])OC[C@@H]1[C@H]([C@H]([C@@H](O1)N2C=NC3=C(N=CN=C32)N)O)OP(=O)([O-])[O-])O